neryl-pyrophosphate C(\C=C(\C)/CCC=C(C)C)OP([O-])(=O)OP(=O)([O-])[O-]